C(C)O[Si](OCC)(OCC)CCCN1C(C=CC1=O)=O N-(triethoxysilylpropyl)maleimide